4-fluoro-N-(2-(pyridin-3-yl)pyrimidin-5-yl)benzamide FC1=CC=C(C(=O)NC=2C=NC(=NC2)C=2C=NC=CC2)C=C1